4-(benzyloxy)-3-(5-(1-((2-(trimethylsilyl)ethoxy)methyl)-1H-tetrazol-5-yl)pyridin-3-yl)phenyl benzylcarbamate C(C1=CC=CC=C1)NC(OC1=CC(=C(C=C1)OCC1=CC=CC=C1)C=1C=NC=C(C1)C1=NN=NN1COCC[Si](C)(C)C)=O